N-methyl-aminopropyl-methyl-dimethoxysilane CNCCC[Si](OC)(OC)C